(S)-2-(2-hydroxy-3-(3-methylbenzamido)propionylamino)-4-methylthiazole-5-carboxylic acid ethyl ester C(C)OC(=O)C1=C(N=C(S1)NC([C@H](CNC(C1=CC(=CC=C1)C)=O)O)=O)C